C(=O)(OC(C)(C)C)C(C1CNCCC1)N 3-(Boc-aminomethyl)piperidine